FC1(CN(CC1)[C@H](COC)C=1NC(C=2SC(=C3OCCCC1C23)C=2C=NNC2)=O)F (S)-5-(1-(3,3-difluoropyrrolidin-1-yl)-2-methoxyethyl)-1-(1H-pyrazol-4-yl)-4,6,7,8-tetrahydro-3H-9-oxa-2-thia-4-azabenzo[cd]azulen-3-one